(S)-1-(3-(4-(2-((1-(Methylsulfonyl)piperidin-4-yl)amino)-5-(trifluoromethyl)pyrimidin-4-yl)-1H-imidazol-1-yl)-2-(trifluoromethyl)benzyl)pyrrolidine-3-carbonitrile CS(=O)(=O)N1CCC(CC1)NC1=NC=C(C(=N1)C=1N=CN(C1)C=1C(=C(CN2C[C@H](CC2)C#N)C=CC1)C(F)(F)F)C(F)(F)F